5-chloro-6'-(1-cyclopentylpiperidin-3-yl)-5'-methyl-2,3'-bipyridine ClC=1C=CC(=NC1)C=1C=NC(=C(C1)C)C1CN(CCC1)C1CCCC1